(E)-N-(3-fluoro-2-nitrophenyl)-2-(hydroxyimino)acetamide FC=1C(=C(C=CC1)NC(/C=N/O)=O)[N+](=O)[O-]